OCC1(CC1)N1C(C(=CC=C1)COC=1C=CC2=C(C=C(O2)C)C1)O N-(1-(hydroxymethyl)cyclopropyl)-5-((2-hydroxypyridin-3-yl)methoxy)-2-methylbenzofuran